N-(4-(4-Amino-1H-pyrazolo[3,4-d]pyrimidin-3-yl)phenyl)-6-isopropyl-2-(5-methylpyridine-2-yl)-3-oxo-2,3-dihydropyridazine-4-carboxamide NC1=C2C(=NC=N1)NN=C2C2=CC=C(C=C2)NC(=O)C=2C(N(N=C(C2)C(C)C)C2=NC=C(C=C2)C)=O